4-(2-(4-Methylpiperazin-1-yl)pyridin-3-yl)-N-(3-(1-(trifluoromethyl)cyclopropyl)propyl)-1H-imidazole-1-carboxamide CN1CCN(CC1)C1=NC=CC=C1C=1N=CN(C1)C(=O)NCCCC1(CC1)C(F)(F)F